FCCOC1C(N(C2=NC=C(C(=C21)Cl)C#N)S(=O)(=O)C2=CC=C(C)C=C2)OC 3-Fluoroethoxy-4-chloro-2-methoxy-1-p-toluenesulfonyl-2,3-dihydro-1H-pyrrolo[2,3-b]pyridine-5-carbonitrile